5-methyl-4-oxo-1-(1,2,4-thiadiazol-5-yl)-1,4-dihydro-1,8-naphthyridine-3-carboxylic acid CC1=C2C(C(=CN(C2=NC=C1)C1=NC=NS1)C(=O)O)=O